2-((1r,4r)-4-(2-((((R)-Methyl(oxo)(phenyl)λ6-sulfanylidene)amino)methyl)imidazo[4,5-d]pyrrolo[2,3-b]pyridin-1(6H)-yl)cyclohexyl)acetonitrile C[S@](C1=CC=CC=C1)(=O)=NCC1=NC=2C(=C3C(=NC2)NC=C3)N1C1CCC(CC1)CC#N